tert-butyl N-({3-[(3aR,4R,6S,6aS)-6-hydroxy-2,2-dimethyl-tetrahydro-3aH-cyclopenta[d][1,3]dioxol-4-yl]-5-methoxyphenyl}methyl)carbamate O[C@H]1C[C@@H]([C@@H]2[C@H]1OC(O2)(C)C)C=2C=C(C=C(C2)OC)CNC(OC(C)(C)C)=O